C(CCC)C(C(=O)OCCCCCC(=O)OCC1(COC(OC1)(C)C)COC(CCCCCOC(C(CCCCCC)CCCC)=O)=O)CCCCCC [6-[[5-[6-(2-butyloctanoyloxy)hexanoyloxymethyl]-2,2-dimethyl-1,3-dioxan-5-yl]methoxy]-6-oxo-hexyl] 2-butyloctanoate